ClC1=CC(=C(C=C1)C=1C=2N(N=C(C1)C1CC(OCC1)C1=CN(C(C=C1)=O)C(C)C)C(C(=C(N2)C)C)=O)F 9-(4-chloro-2-fluoro-phenyl)-7-[2-(1-isopropyl-6-keto-3-pyridyl)tetrahydropyran-4-yl]-2,3-dimethyl-pyrimido[1,2-b]pyridazin-4-one